(2s,3r)-4-acetoxy-2-ethyl-3-((1-methyl-1H-imidazol-5-yl)methyl)butanoic acid C(C)(=O)OC[C@@H]([C@@H](C(=O)O)CC)CC1=CN=CN1C